4-[6-(4-aminophenyl)-4-{[(4-methoxyphenyl)methyl]amino}-7-methylpyrrolo[3,2-d]pyrimidin-5-yl]-2,6-difluorophenol NC1=CC=C(C=C1)C1=C(C=2N=CN=C(C2N1C1=CC(=C(C(=C1)F)O)F)NCC1=CC=C(C=C1)OC)C